CC=1N=CSC1C1=C(C=NN1C)S(=O)(=O)N1CCC(CC1)C=1C(=CC=2N(C1)N=CN2)C 4-methyl-5-(1-methyl-4-((4-(7-methyl-[1,2,4]triazolo[1,5-a]pyridin-6-yl)piperidin-1-yl)sulfonyl)-1H-pyrazol-5-yl)thiazole